N-hydroxy-1-(3-pyridinylmethyl)-4-[[4-[4-(trifluoromethyl)phenoxy]phenyl]sulfonyl]-4-piperidinecarboxamide dihydrochloride Cl.Cl.ONC(=O)C1(CCN(CC1)CC=1C=NC=CC1)S(=O)(=O)C1=CC=C(C=C1)OC1=CC=C(C=C1)C(F)(F)F